O1CN(C=C1C(=O)N)C(=O)N Oxazole-3,5-dicarboxamide